bis(cyclopentadienyl)tungsten dihydride C1(C=CC=C1)[WH2]C1C=CC=C1